ethyl 7-methoxy-4-(1-methyl-3-phenyl-1H-pyrazol-4-yl)quinazoline-6-carboxylate COC1=C(C=C2C(=NC=NC2=C1)C=1C(=NN(C1)C)C1=CC=CC=C1)C(=O)OCC